C(C)OC1=NC2=CC=CC=C2C=C1 ethoxyquinolin